2-[[(1R)-1-[3,6-Dimethyl-2-(2-methylindazol-5-yl)-4-oxo-chromen-8-yl]ethyl]amino]-5-(trifluoromethyl)benzoic acid CC1=C(OC2=C(C=C(C=C2C1=O)C)[C@@H](C)NC1=C(C(=O)O)C=C(C=C1)C(F)(F)F)C1=CC2=CN(N=C2C=C1)C